C(C)(C)(C)OC(=O)N1CCN(CC1)[C@H](C)C1=CC=C(C=C1)Br (R)-4-(1-(4-bromophenyl)ethyl)piperazine-1-carboxylic acid tert-butyl ester